((1-benzyl-1H-pyrazol-3-yl)(hydroxy)methyl)-4-(((methylsulfonyl)oxy)methyl)piperidine-1-carboxylic acid tert-butyl ester C(C)(C)(C)OC(=O)N1C(CC(CC1)COS(=O)(=O)C)C(O)C1=NN(C=C1)CC1=CC=CC=C1